N-(7-chloro-6-(3-cyanocyclobutyl)isoquinolin-3-yl)-2-ethyl-3-(1-methyl-1H-pyrazol-4-yl)cyclopropane-1-carboxamide ClC1=C(C=C2C=C(N=CC2=C1)NC(=O)C1C(C1C=1C=NN(C1)C)CC)C1CC(C1)C#N